C(C)(=O)N[C@@H](CCOS(=O)(=O)C)C(=O)O N-acetyl-O-methylsulfonyl-L-homoserine